N1C2C(C3C1CCCN3)CC2 octahydro-ethanopyrrolo-pyridine